sodium ethylhexylsuccinate sodium [Na+].C(C)C(C(=O)[O-])(CC(=O)[O-])CCCCCC.[Na+]